NC=1C=C(C(=O)NC2=C(C=CC(=C2)O)O)C=C(C1)N 3,5-diamino-N-(2,5-dihydroxyphenyl)benzamide